N-(3-fluoropyridin-4-yl)-N-(4-{2-[2-(trifluoromethyl)phenyl]acetamido}pyridin-2-yl)acetamide FC=1C=NC=CC1N(C(C)=O)C1=NC=CC(=C1)NC(CC1=C(C=CC=C1)C(F)(F)F)=O